3-(2-acetyl-6-bromo-4-fluorophenoxy)-1,1,1-trifluoropropan-2-one C(C)(=O)C1=C(OCC(C(F)(F)F)=O)C(=CC(=C1)F)Br